N1=CC(=CC=C1)C1=NOC(=N1)C=1C=CC2=C(C(CC3(CCOCC3)O2)=O)C1 6-[3-(pyridin-3-yl)-1,2,4-oxadiazol-5-yl]-3,4-dihydrospiro[1-benzopyran-2,4'-oxane]-4-one